CN1CCN(CC1)C1=C(C=C(C=C1)NC1=NC=2C3=C(CCC2C=N1)C(=NN3C)C(=O)N)Br 8-[4-(N-Methylpiperazino)-3-bromophenylamino]-1-methyl-4,5-dihydro-1H-pyrazolo[4,3-h]quinazoline-3-carboxamide